2-methylsulfanyl-5,6,7,8-tetrahydroquinazolin-4-ol CSC1=NC=2CCCCC2C(=N1)O